5-bromo-4-(fluoromethoxy)-6-methoxy-pyrimidin-2-amine BrC=1C(=NC(=NC1OC)N)OCF